ClC1=CC=C2C(=N1)OC=C2C 6-chloro-3-methylfuro[2,3-b]pyridine